(R)-4-amino-N-(cyclopropylmethyl)-N-(6-(trifluoromethyl)-2,3-dihydrofuro[2,3-b]pyridin-3-yl)imidazo[1,5-a]quinoxaline-8-carboxamide NC=1C=2N(C3=CC(=CC=C3N1)C(=O)N([C@H]1COC3=NC(=CC=C31)C(F)(F)F)CC3CC3)C=NC2